3-methyl-6,6-di-iso-propyl-1,3-cyclohexadiene CC=1C=CC(CC1)(C(C)C)C(C)C